CC(CN(C1=C(C=C(OC(C(=O)OC)(C)C)C=C1)[N+](=O)[O-])CC(C)C)C methyl 2-[4-[bis(2-methylpropyl) amino]-3-nitrophenoxy]-2-methylpropionate